[1-[[7-chloro-8-fluoro-4-(1,4-oxazepan-4-yl)pyrido[4,3-d]pyrimidin-2-yl]oxymethyl]cyclopropyl]-N,N-dimethyl-methanamine ClC1=C(C=2N=C(N=C(C2C=N1)N1CCOCCC1)OCC1(CC1)CN(C)C)F